[Br-].CN1CN(C=C1)C 1-methyl-3-methylimidazole bromide salt